C1(CCC1)NC=1N=CC2=C(N(C(C=3C=C(C=CC23)CN2CCN(CC2)C)=O)[C@@H]2CC[C@H](CC2)O)N1 trans-3-(cyclobutylamino)-5-(4-hydroxycyclohexyl)-8-((4-methylpiperazin-1-yl)methyl)pyrimido[4,5-c]isoquinolin-6(5H)-one